(2S,4R)-1-((R)-2-(1-fluorocyclopropane-1-carboxamido)-3-mercapto-3-methylbutanoyl)-4-hydroxy-N-(2-methyl-4-(4-methylthiazol-5-yl)benzyl)pyrrolidine-2-carboxamide FC1(CC1)C(=O)N[C@H](C(=O)N1[C@@H](C[C@H](C1)O)C(=O)NCC1=C(C=C(C=C1)C1=C(N=CS1)C)C)C(C)(C)S